COC1=C(C(=CC=C1)OC)\C=C\C(=O)C1=CC=CC(=C1)OC1CC1 methoxy-5'-cyclopropoxy-6-methoxychalcone